NC1=C(C(=O)N[C@H]2CCC3=CC(=CC=C23)N2C(=NC=3C2=NC(=CC3)N3N=CC=C3)C=3C(=NC=CC3)N)C=CC=C1 (S)-2-amino-N-(5-(2-(2-aminopyridin-3-yl)-5-(1H-pyrazol-1-yl)-3H-imidazo[4,5-b]pyridin-3-yl)-2,3-dihydro-1H-inden-1-yl)benzamide